COC=1C=C(OCC(=O)C2=CC=C(C=C2)OC)C=CC1 2-(3-methoxyphenoxy)-1-(4-methoxyphenyl)ethanone